C(=O)C=1C=C(C(=O)N2CCN(CC2)C2=NC=C(C#N)C=C2)C=CC1 6-(4-(3-formylbenzoyl)piperazin-1-yl)nicotinonitrile